3-fluoro-4-(2-formyl-7,10-dioxo-6-(4-(trifluoromethyl)benzyl)-2,6,9-triazaspiro[4.5]decan-9-yl)benzonitrile FC=1C=C(C#N)C=CC1N1CC(N(C2(CCN(C2)C=O)C1=O)CC1=CC=C(C=C1)C(F)(F)F)=O